(S)-N-(1-(6-(3-(difluoromethyl)pyridin-2-yl)-1-neopentyl-1H-indol-3-yl)-2,2-difluoroethyl)cyclopropanesulfonamide FC(C=1C(=NC=CC1)C1=CC=C2C(=CN(C2=C1)CC(C)(C)C)[C@@H](C(F)F)NS(=O)(=O)C1CC1)F